C(C1=CC=CC=C1)OC1=CC=C(NC2=NC=NC3=CC(=C(C=C23)OC)OC)C=C1 4-(4-benzyloxyanilino)-6,7-dimethoxyquinazoline